NC1=NC=CC=C1O 2-amino-3-hydroxypyridine